(2-((1S,3S,5S)-3-cyano-2-azabicyclo[3.1.0]hex-2-yl)-2-oxoethyl)-7-cyclopropylquinoline-4-carboxamide C(#N)[C@H]1N([C@H]2C[C@H]2C1)C(CC1=NC2=CC(=CC=C2C(=C1)C(=O)N)C1CC1)=O